C(C)(C)C(C#N)CCC 2-isopropyl-valeronitrile